C1(CC1)NC(NC1=CC=C(C=C1)C=1C2=C(N=CN1)NC=C2)=O 4-(4-(3-cyclopropylureido)phenyl)-7H-pyrrolo[2,3-d]pyrimidin